N1(CCCC1)S(=O)(=O)C1=C(C=CC=C1)C1=CC=C(C=C1)CC(CC)N ((2'-(pyrrolidin-1-ylsulfonyl)biphenyl-4-yl)methyl)propan-1-amine